(4-methoxypyridin-2-yl)methanone COC1=CC(=NC=C1)C=O